(E)-3-adamantyl-2-butenyl-borane C12(CC3CC(CC(C1)C3)C2)/C(=C/CB)/C